6-(4-(((2-fluorophenyl)amino)methyl)-2-(6-methylpyridin-2-yl)-1H-imidazol-1-yl)-N-methylimidazo[1,2-a]pyridine-3-carboxamide FC1=C(C=CC=C1)NCC=1N=C(N(C1)C=1C=CC=2N(C1)C(=CN2)C(=O)NC)C2=NC(=CC=C2)C